C1C[Si]O1 siloxetane